3-(Benzyloxy)-5-hydroxy-4-(6-((tetrahydrofuran-3-yl)amino)indoline-1-carbonyl)benzonitrile C(C1=CC=CC=C1)OC=1C=C(C#N)C=C(C1C(=O)N1CCC2=CC=C(C=C12)NC1COCC1)O